Methyl (R)-6-(5-(((1-(2,5-difluoropyridin-3-yl)ethoxy)carbonyl)amino)-1-methyl-1H-1,2,3-triazol-4-yl)nicotinate FC1=NC=C(C=C1[C@@H](C)OC(=O)NC1=C(N=NN1C)C1=NC=C(C(=O)OC)C=C1)F